N[C@@H]([C@@H](C1=CC=CC=C1)N(S(=O)(=O)C1=CC=C(C=C1)C)[Ru]Cl)C1=CC=CC=C1 N-[(1R,2R)-2-amino-1,2-diphenylethyl]-N-(chlororuthenio)-4-methylbenzene-1-sulfonamide